O=C1N2C(COC1)CN(CC2)C(=O)OC(C)(C)C tert-butyl 4-oxo-hexahydropyrazino[2,1-c][1,4]oxazine-8-carboxylate